COC1=CC=C(CNC2=NC=3C=C(C=CC3C=3C2=NN(C3)CC3=CC=C(C=C3)OC)N3N=CC=C3)C=C1 N,2-bis(4-methoxybenzyl)-7-(1H-pyrazol-1-yl)-2H-pyrazolo[3,4-c]Quinolin-4-amine